CN(CCCNC(CC(C(=O)O)(CC(=O)O)O)=O)C 2-(2-((3-(dimethylamino)propyl)amino)-2-oxoethyl)-2-hydroxysuccinic acid